C(=O)=C(CN1N=C(C(=C1)C(=O)N)C(=O)N)N1CCC(CC1)N1CCNCC1 1-(2-carbonyl-2-(4-(piperazin-1-yl)piperidin-1-yl)ethyl)-1H-pyrazole-3,4-dicarboxamide